NC1=C(C=C(C=C1)N1CCC2(CCN(CC2)C(=O)OC(C)(C)C)CC1)OC tert-butyl 9-(4-amino-3-methoxyphenyl)-3,9-diazaspiro[5.5]undecane-3-carboxylate